COC=1C(=C2C=CNC2=C(C1)C)CN1C(CC2(CC(C2)C#N)CC1)C1=CC=C(C=C1)C(=O)N1CC2(C1)CN(C2)CC(F)(F)F 7-((5-methoxy-7-methyl-1H-indol-4-yl)methyl)-6-(4-(6-(2,2,2-trifluoroethyl)-2,6-diazaspiro[3.3]heptane-2-carbonyl)phenyl)-7-azaspiro[3.5]nonane-2-carbonitrile